C(C(C)C)SC1=CC2=C(C(=C(O2)C(/C=C/C2=CC(=C(OC(C(=O)O)(C)C)C(=C2)C)C)=O)C)C=C1 (E)-2-(4-(3-(6-(isobutylthio)-3-methylbenzofuran-2-yl)-3-oxoprop-1-en-1-yl)-2,6-dimethylphenoxy)-2-methylpropanoic acid